C1(C(C=CC=2C3=CC=CC=C3CC12)=O)=O fluorenedione